(R)-1-(9-fluoro-1,3,4,5-tetrahydrobenzo[c]oxepin-1-yl)-N-methylmethaneamine FC1=CC=CC2=C1[C@@H](OCCC2)CNC